FC1=CC=C(CNC(NC2=C(N=NN2C2=CC=C(C=C2)C2=CC=C(C=C2)C2(CC2)C(=O)O)C)=O)C=C1 1-(4'-(5-(3-(4-fluorobenzyl)ureido)-4-methyl-1H-1,2,3-triazol-1-yl)-[1,1'-biphenyl]-4-yl)cyclopropane-1-carboxylic acid